N-(4-(4-amino-1-methyl-7-(1-(1,1,1-trifluoropropan-2-yl)-1H-pyrazol-4-yl)-1H-pyrazolo[4,3-c]pyridin-3-yl)-2-((S)-1-(4-fluorophenyl)ethoxy)phenyl)-1,1-difluoromethanesulfonamide NC1=NC=C(C2=C1C(=NN2C)C2=CC(=C(C=C2)NS(=O)(=O)C(F)F)O[C@@H](C)C2=CC=C(C=C2)F)C=2C=NN(C2)C(C(F)(F)F)C